FC1(CCOCC1)CNC1=C(C=C(C=C1)S(=O)(=O)N)[N+](=O)[O-] 4-[[(4-Fluorooxan-4-yl)methyl]amino]-3-nitrobenzene-1-sulfonamide